4-(6-ethoxy-3-((5-methoxy-7-methyl-1H-indol-4-yl)methyl)-3-azabicyclo[4.1.0]heptan-4-yl)benzoic acid C(C)OC12CC(N(CC2C1)CC1=C2C=CNC2=C(C=C1OC)C)C1=CC=C(C(=O)O)C=C1